O1CCN(CC1)C=1C2=C(N=CN1)N(C(=C2)C2=CC=C(C=C2)NC=2C=NC(=NC2)N2C[C@H](CC2)NC(OC(C)(C)C)=O)COCC[Si](C)(C)C tert-butyl (S)-(1-(5-((4-(4-morpholino-7-((2-(trimethylsilyl)ethoxy)methyl)-7H-pyrrolo[2,3-d]pyrimidin-6-yl)phenyl)amino)pyrimidin-2-yl)pyrrolidin-3-yl)carbamate